2-((2-chloro-1H-indol-3-yl)methylene)-N-(4-methoxyphenyl)hydrazine-1-carboxamide ClC=1NC2=CC=CC=C2C1C=NNC(=O)NC1=CC=C(C=C1)OC